C(C)N1CCN(CC1)CC=1C=CC=NC1 5-[(4-ethylpiperazin-1-yl)methyl]pyridin